C1=CC=CC2=NC3=CC=CC=C3C(=C12)/C=C/C1=CC=C(N(C2=CC=CC=C2)C2=CC=CC=C2)C=C1 (E)-4-(2-(acridin-9-yl)vinyl)-N,N-diphenylaniline